FC(O[C@@H]1C[C@@H](CCC1)N1N=C(C2=C1CC([C@H]2O)(F)F)C(F)(F)F)F (4S)-1-[(1R,3S)-3-(difluoromethoxy)cyclohexyl]-5,5-difluoro-3-(trifluoromethyl)-1H,4H,5H,6H-cyclopenta[c]pyrazol-4-ol